C(C)[C@@H]1N(CCOC1)C1=CC=NC(=N1)C1=CC=C2C(=N1)C=C(N2)CO 6-[(3S)-3-ethylmorpholin-4-yl]-2-[2-(hydroxymethyl)-1H-pyrrolo[3,2-b]pyridin-5-yl]pyrimidin